P1(OCCCCCCCCCCCCC)OC2=CC=C(C=C2)C(C)(C)C2=CC=C(C=C2)O1 (tridecyl) 4,4'-isopropylidenediphenyl phosphite